O1CCC(CC1)CNCC1=CC=C(CC2=NOC(=C2)C=2C(=NC=CC2)N)C=C1 3-(3-(4-((((tetrahydro-2H-pyran-4-yl)methyl)amino)methyl)benzyl)isoxazol-5-yl)pyridin-2-amine